tert-butyl-7-(3-methyl-2-oxo-1,3-benzoxazol-6-yl)-N-(4-phenylbutyl)-4,7-diazaspiro[2.5]octan-4-carboxamide 7-(3-hydroxy-4-nitrophenyl)-4,7-diazaspiro[2.5]octan-4-carboxylate OC=1C=C(C=CC1[N+](=O)[O-])N1CCN(C2(CC2)C1)C(=O)O.C(C)(C)(C)C1CC12N(CCN(C2)C2=CC1=C(N(C(O1)=O)C)C=C2)C(=O)NCCCCC2=CC=CC=C2